O1C=CC2=C1C=CC(=C2)CC=O 2-(BENZOFURAN-5-YL)ACETALDEHYDE